tri-octyl-tin chloride C(CCCCCCC)[Sn](CCCCCCCC)(CCCCCCCC)Cl